(2-aminoethyl)-1,3-dimethylpiperazin-2-one NCCC1(C(N(CCN1)C)=O)C